2-(4-Chloro-5-iodo-7H-pyrrolo[2,3-d]pyrimidin-7-yl)isonicotinonitrile ClC=1C2=C(N=CN1)N(C=C2I)C=2C=C(C#N)C=CN2